OC(COCCCCCCCCCCCCC)=O 1,4-dioxaheptadecanone